1-(1-(3-amino-4-fluorophenyl)-3-cyclopropyl-propyl)pyrimidine-2,4(1H,3H)-dione NC=1C=C(C=CC1F)C(CCC1CC1)N1C(NC(C=C1)=O)=O